tert-Butyl rac-(3S)-6-diphenoxyphosphoryloxy-3-methyl-3,4-dihydro-2H-pyridine-1-carboxylate O(C1=CC=CC=C1)P(=O)(OC1=CC=CC=C1)OC1=CC[C@@H](CN1C(=O)OC(C)(C)C)C |r|